ClC1=CC=C(C=C1)C=CC1=CC=C(C=C1)Cl 1,2-bis(p-chlorophenyl)ethylene